N2-((1r,4r)-4-(dimethylamino)cyclohexyl)-N4-methylpyrimidine-2,4,5-triamine CN(C1CCC(CC1)NC1=NC=C(C(=N1)NC)N)C